C1(=CC=CC=C1)C1=C(C=CC(=C1)N)OC(C1=CC=C(C=C1)N)=O 4-aminobenzoic acid (2-phenyl-4-aminophenyl) ester